C(C)C1CN(C2=CC=CC=3C=C(N1C32)C3=NC2=C(N3CC#C)C(=CC(=C2)C=O)OC)CCCO [2-[11-ethyl-9-(3-hydroxypropyl)-1,9-diazatricyclo[6.3.1.04,12]dodeca-2,4(12),5,7-tetraen-2-yl]-7-methoxy-1-prop-2-ynyl-benzimidazol-5-yl]methanone